6-Fluoro-7-(2-fluoro-6-hydroxyphenyl)-1-(2-isopropyl-6-methylphenyl)-4-(piperazin-1-yl)quinoline FC=1C=C2C(=CCN(C2=CC1C1=C(C=CC=C1O)F)C1=C(C=CC=C1C)C(C)C)N1CCNCC1